1,3-bis(4-aminophenoxy)benzene (6-chlorobenzothiazol-2-yl)-2-hydroxy-3-methylbutylbenzoate ClC1=CC2=C(N=C(S2)C=2C(=C(C(=O)O)C=CC2)CC(C(C)C)O)C=C1.NC1=CC=C(OC2=CC(=CC=C2)OC2=CC=C(C=C2)N)C=C1